2-(1-Phenylvinyl)-1-p-tolylaziridine C1(=CC=CC=C1)C(=C)C1N(C1)C1=CC=C(C=C1)C